4-cinnamoyl-triethylene glycol C(C=CC1=CC=CC=C1)(=O)C(OCCO)COCCO